FC1=CC=C(C=C1)C=1C=C2C(=NC=NC2=C(C1)OC)NCC1CN(C1)C 6-(4-fluorophenyl)-8-methoxy-N-[(1-methylazetidin-3-yl)methyl]quinazolin-4-amine